COC(COC1=C(C=CC=C1)OC1=NC(=C(C=C1Cl)F)N1C(N(C(=CC1=O)C(F)(F)F)C)=O)=O 2-[[3-chloro-6-[3,6-dihydro-3-methyl-2,6-dioxo-4-(trifluoromethyl)-1(2H)-pyrimidinyl]-5-fluoro-2-pyridinyl]oxy]phenoxyl-acetic acid methyl ester